C(C1=CC=CC=C1)OC[C@@H]1[C@@](C1)(C(=O)NN)N1C(=CC2=CC(=CC=C12)[C@@H]1CC(OCC1)(C)C)C(=O)N(C1=CC=CC=C1)C 1-((1S,2S)-2-((benzyloxy)methyl)-1-(hydrazinecarbonyl)cyclopropyl)-5-((S)-2,2-dimethyltetrahydro-2H-pyran-4-yl)-N-methyl-N-phenyl-1H-indole-2-carboxamide